NC1=C(C=2C3(C4=CC=CC=C4C2C=C1)C1=CC=CC=C1C=1C=CC=CC13)N diamino-9,9'-Spirobifluorene